C(C)(C)(C)OC(=O)C=1C(=C(C=CC1COC)/C=C/C(=O)O)OC(=O)OC(C)(C)C (E)-3-(3-(tert-butoxycarbonyl)-2-((tert-butoxycarbonyl)oxy)-4-(methoxymethyl)phenyl)acrylic acid